(2S,4R)-N-(4-cyanobenzyl)-1-((R)-2-(1-fluorocyclopropane-1-carboxamido)-3-mercapto-3-methylbutanoyl)-4-hydroxypyrrolidine-2-carboxamide C(#N)C1=CC=C(CNC(=O)[C@H]2N(C[C@@H](C2)O)C([C@H](C(C)(C)S)NC(=O)C2(CC2)F)=O)C=C1